(methoxymethyl)tetrahydro-2H-pyran COCC1OCCCC1